[(3R)-3-methylpiperazin-1-yl]pyrido[3,4-d]pyrimidin-4-amine C[C@@H]1CN(CCN1)C=1N=C(C2=C(N1)C=NC=C2)N